CS(=O)(=O)OCCNC(=O)OCC1=CC=CC=C1 2-(((benzyloxy)carbonyl)amino)ethyl methanesulfonate